C(CCCCCCCCCCCCCCC)(=O)N1[C@@H](CCC1)C(=O)N1CCCC1 (S)-1-((S)-1-palmitoylpyrrolidine-2-carbonyl)pyrrolidine